4,6-difluoro-indoline-1-carboxylate FC1=C2CCN(C2=CC(=C1)F)C(=O)[O-]